N1C=CC=2C1=NC=CC2C=2C=NN(C2)C2(CN(C2)C2CCN(CC2)C(=O)C2=NC(=NC=C2)C(F)(F)F)CC#N [3-[4-(1H-pyrrolo[2,3-b]pyridin-4-yl)-1H-pyrazol-1-yl]-1-(1-{[2-(trifluoromethyl)pyrimidin-4-yl]carbonyl}piperidin-4-yl)azetidin-3-yl]acetonitrile